Tert-butyl-sulfinate C(C)(C)(C)S(=O)[O-]